(R)-6-((4-chloro-2-fluorobenzyl)oxy)-N-(pyrrolidin-3-yl)pyridin-2-amine TFA salt OC(=O)C(F)(F)F.ClC1=CC(=C(COC2=CC=CC(=N2)N[C@H]2CNCC2)C=C1)F